3-benzyl-6-(2-methoxybenzyl)-2,3,4,6-tetrahydropyrido[3,4-c][1,8]naphthyridin-5(1H)-one C(C1=CC=CC=C1)N1CC=2C(N(C=3N=CC=CC3C2CC1)CC1=C(C=CC=C1)OC)=O